3-(pyridin-2-yl)-N-(4-(trifluoromethyl)pyridin-2-yl)-1,2,4-oxadiazol-5-amine N1=C(C=CC=C1)C1=NOC(=N1)NC1=NC=CC(=C1)C(F)(F)F